zinc tetradecene C=CCCCCCCCCCCCC.[Zn]